C(CC)(=O)OC1=C(C(=C(C(=C1)C(C)(C)C)O)C(C)(C)C)CCCCCCCC octyl-(3,5-di-tert-butyl-4-hydroxyphenyl) propionate